diethyl thiosulfinate CCSS(=O)CC